5-bromo-6,7-difluoro-1,2,3,4-tetrahydronaphthalene BrC1=C2CCCCC2=CC(=C1F)F